7-bromo-4-fluorobenzofuran-5-carbaldehyde BrC1=CC(=C(C=2C=COC21)F)C=O